2-[3-(6-methyl-2-pyridyl)-1H-pyrazol-4-yl]-7-(4,5,6,7-tetrahydropyrazolo[1,5-a]pyrimidin-3-yl)-1,5-naphthyridine CC1=CC=CC(=N1)C1=NNC=C1C1=NC2=CC(=CN=C2C=C1)C=1C=NN2C1NCCC2